C1(CC1)OC1=NC=CC=C1B1OC(C(O1)(C)C)(C)C 2-cyclopropoxy-3-(4,4,5,5-tetramethyl-1,3,2-dioxaborolan-2-yl)pyridine